(2R,3R,4R,5S)-2-methyl-1-(spiro[3.5]non-7-ylmethyl)piperidin-3,4,5-triol C[C@H]1N(C[C@@H]([C@H]([C@@H]1O)O)O)CC1CCC2(CCC2)CC1